6-[1-[(2,2-difluorocyclopropyl)methyl]Pyrazol-4-yl]-2-methyl-7-(trifluoromethyl)-1-(2-trimethylsilylethoxymethyl)imidazo[1,2-a]Pyrimidin-5-one FC1(C(C1)CN1N=CC(=C1)C1=C(N=C2N(C1=O)C=C(N2COCC[Si](C)(C)C)C)C(F)(F)F)F